NC1=NC=C(C2=CC(=NC=C12)NC(=O)C1CC1)C=1C(=C(C=CC1)C=1C=NN(C1)C1CN(C1)CC1=CC=CC(=N1)C(=O)N(CC(F)(F)F)C)OC 6-((3-(4-(3-(1-amino-6-(cyclopropanecarboxamido)-2,7-naphthyridin-4-yl)-2-methoxyphenyl)-1H-pyrazol-1-yl)azetidin-1-yl)methyl)-N-methyl-N-(2,2,2-trifluoroethyl)picolinamide